(S)-2-Amino-3-(carbamoylamino)propanoic acid N[C@H](C(=O)O)CNC(N)=O